ClC=1C(=CC(=C(C(=O)NC2=CC(=NC=C2)S(N)(=O)=O)C1)C1CCOC2=CC(=CC=C12)F)C(F)(F)F 5-chloro-2-(7-fluoro-chroman-4-yl)-N-(2-sulfamylpyridin-4-yl)-4-(trifluoromethyl)benzamide